tert-butyl (3-(4-chlorophenyl)prop-2-yn-1-yl)carbamate ClC1=CC=C(C=C1)C#CCNC(OC(C)(C)C)=O